ClC=1N=C(C2=C(N1)CCN(C2)C)OC=2N=CC=1CCC3=C(C1C2F)NC2=C3C(NC[C@@H]2C)=O (S)-2-((2-chloro-6-methyl-5,6,7,8-tetrahydropyrido[4,3-d]pyrimidin-4-yl)oxy)-1-fluoro-10-methyl-5,6,8,9,10,11-hexahydro-7H-pyrido[3',4':4,5]pyrrolo[2,3-f]isoquinolin-7-one